CN1N=CC(=C1C1=NC=C(C(=C1)OC1CN(C1)C(=O)N1N=CC[C@H]1C=1SC(=CN1)C)F)C (S)-(3-((2-(1,4-dimethyl-1H-pyrazol-5-yl)-5-fluoropyridin-4-yl)oxy)azetidin-1-yl)(5-(5-methylthiazol-2-yl)-4,5-dihydro-1H-pyrazol-1-yl)methanone